[1,3'-bipyrrolidine]-2-carboxamide N1(C(CCC1)C(=O)N)C1CNCC1